C(#N)C1=C(N=C2N1N=CC(=C2C(C)C)C(=O)OCC)C ethyl 3-cyano-8-isopropyl-2-methylimidazo[1,2-b]pyridazine-7-carboxylate